FC1=CC=C(CCC2=NNC(=C2)CO)C=C1 (3-(4-fluorophenethyl)-1H-pyrazol-5-yl)methanol